Tert-butyl (R)-pyrrolidin-3-ylcarbamate N1C[C@@H](CC1)NC(OC(C)(C)C)=O